3-(6-azaspiro[2.5]octane-6-yl)-4-{N-[2-(4,4-difluoropiperidinyl)-6-methylpyrimidin-4-yl]carbamoyl}benzoyl chloride C1CC12CCN(CC2)C=2C=C(C(=O)Cl)C=CC2C(NC2=NC(=NC(=C2)C)N2CCC(CC2)(F)F)=O